C(C)(C)(C)NC1=NC(=CC2=C1N=C(N=C2)S(=O)(=O)C)C(F)F N-(tert-butyl)-6-(difluoromethyl)-2-(methylsulfonyl)pyrido[3,4-d]Pyrimidine-8-amine